C(#N)C1(CN(CCC1)C(=O)OCC1=CC=CC=C1)C(C(S(=O)(=O)C1=NC=CC=C1)(F)F)(C)O benzyl 3-cyano-3-(1,1-difluoro-2-hydroxy-1-(pyridin-2-ylsulfonyl)propan-2-yl)piperidine-1-carboxylate